C(C)(C)(C)S(=O)\N=C(\C)/C1=CN=CC(=N1)NC(OC(C)(C)C)=O tert-butyl (Z)-(6-(1-((tert-butylsulfinyl)imino)ethyl)pyrazin-2-yl)carbamate